2,3,6-trichloro-5-trichloromethyl-pyridine ClC1=NC(=C(C=C1Cl)C(Cl)(Cl)Cl)Cl